diethylmethyl-ammonium triflate [O-]S(=O)(=O)C(F)(F)F.C(C)[NH+](C)CC